2-(1-cyclopropyl-3-methyl-1H-indazol-4-yl)-2-(3-((5-(5,6,7,8-tetrahydro-1,8-naphthyridin-2-yl)pentyl)oxy)azetidin-1-yl)acetic acid C1(CC1)N1N=C(C2=C(C=CC=C12)C(C(=O)O)N1CC(C1)OCCCCCC1=NC=2NCCCC2C=C1)C